C(C1=CC=CC=C1)OC(=O)N[C@@H](CCN(CCCCC1=CC=C2CCCN(C2=N1)C(=O)OC(C)(C)C)CC(=O)N(C)C)C(=O)OC (S)-tert-butyl 7-(4-((3-(((benzyloxy)carbonyl)amino)-4-methoxy-4-oxobutyl) (2-(dimethylamino)-2-oxoethyl)amino)butyl)-3,4-dihydro-1,8-naphthyridine-1(2H)-carboxylate